N-(3-amino-2-methoxy-propyl)-4-[[2-chloro-6-[4-[4-[(4R)-4-amino-2-oxo-pyrrolidin-1-yl]phenyl]sulfonylpiperazin-1-yl]-4-pyridyl]-difluoro-methyl]cyclohexanecarboxamide NCC(CNC(=O)C1CCC(CC1)C(F)(F)C1=CC(=NC(=C1)N1CCN(CC1)S(=O)(=O)C1=CC=C(C=C1)N1C(C[C@H](C1)N)=O)Cl)OC